FC1=C(C=CC(=C1C=1C=CC=2N(C1)C=NC2C2=NC1=C(N2)CCCC1)F)NS(=O)(=O)C=1C(=NC=C(C1)F)C N-(2,4-difluoro-3-(1-(4,5,6,7-tetrahydro-1H-benzo[d]imidazol-2-yl)imidazo[1,5-a]pyridin-6-yl)phenyl)-5-fluoro-2-methylpyridine-3-sulfonamide